tert-butyl 2-[[(1R)-1-[3,6-dimethyl-2-[4-(1-methyl pyrazol-4-yl)phenyl]-4-oxo-chromen-8-yl]ethyl]amino]benzoate CC1=C(OC2=C(C=C(C=C2C1=O)C)[C@@H](C)NC1=C(C(=O)OC(C)(C)C)C=CC=C1)C1=CC=C(C=C1)C=1C=NN(C1)C